C(C)OC1=NC(=NC(=C1C#N)C1=CC=CC=C1)C1=CC=CC=C1 4-Ethoxy-2,6-diphenyl-pyrimidine-5-carbonitrile